1-(5-methylthiophen-3-yl)cyclopropanecarbonitrile CC1=CC(=CS1)C1(CC1)C#N